C(C=C)(=O)O.O(C1=CC=CC=C1)C(CO)OCCOCCOCCOCCOCCO 2-phenoxyhexaethylene glycol acrylate